FC=1C=C(C=CC1)[C@H]1CC[C@H](CC1)OC[C@@H]1N(CCC[C@@H]1C1=NNC=C1C)C(=O)OCC(F)F 2,2-difluoroethyl (CIS)-2-((((CIS)-4-(3-fluorophenyl)cyclohexyl) oxy)methyl)-3-(4-methyl-1H-pyrazol-3-yl)piperidine-1-carboxylate